(Phenyldiazenyl)naphthalen-2-ol C1(=CC=CC=C1)N=NC1=C(C=CC2=CC=CC=C12)O